ClC1=C(C(=O)NCC2=CC=C(C=C2)C2=NC(=CC=C2F)OC)C(=CC=C1)C 2-chloro-N-(4-(3-fluoro-6-methoxypyridin-2-yl)benzyl)-6-methylbenzamide